tert-Butyl (S)-4-(7-(4-chloropyridin-2-yl)-5-(2-hydroxypropan-2-yl)-7H-pyrrolo[2,3-d]pyrimidin-4-yl)-3-methylpiperazine-1-carboxylate ClC1=CC(=NC=C1)N1C=C(C2=C1N=CN=C2N2[C@H](CN(CC2)C(=O)OC(C)(C)C)C)C(C)(C)O